FC1=C(N)C(=CC(=C1)OC1=CC2=C(N(N=N2)C)C=C1)F 2,6-difluoro-4-((1-methyl-1H-benzo[d][1,2,3]triazol-5-yl)oxy)aniline